OC=1C=C2C[C@H]([C@H]([C@H](C2=CC1)C1=CC=C(C=C1)N1CCC(CC1)C=O)C1=CC=CC=C1)C 1-(4-((1S,2R,3R)-6-hydroxy-3-methyl-2-phenyl-1,2,3,4-tetrahydronaphthalen-1-yl)phenyl)piperidine-4-carbaldehyde